1-naphthylethyl-6,7-dihydroxy-1,2,3,4-tetrahydroisoquinoline C1CNC(C2=CC(=C(C=C21)O)O)CCC3=CC=CC4=CC=CC=C43.Br